C(C)(C)(C)OC(=O)N1C(=C(C2=CC(=CC=C12)[N+](=O)[O-])Cl)C(=O)OC(C)(C)C.COC1=CC=C(C=N1)C=1N=C(NC(C1)=O)C=1C=C(CC(C(=O)N)(C)C)C=CC1C {3-[4-(6-methoxypyridin-3-yl)-6-oxo-1,6-dihydropyrimidin-2-yl]-4-methylbenzyl}isobutyramide di-tert-butyl-3-chloro-5-nitro-1H-indole-1,2-dicarboxylate